(E)-4-(dimethyl-amino)-1-(4-(8-fluoro-6,7-bis(2-fluorophenyl)quinazolin-4-yl)piperazin-1-yl)but-2-en-1-one CN(C/C=C/C(=O)N1CCN(CC1)C1=NC=NC2=C(C(=C(C=C12)C1=C(C=CC=C1)F)C1=C(C=CC=C1)F)F)C